4-(2-((((9H-fluoren-9-yl)methoxylcarbonyl)amino)-2-carboxyethyl)phenoxy)-N,N,N-trimethyl-15-oxo-3,6,9,12-tetraoxa-16-azaoctadecan-1-aminium C1=CC=CC=2C3=CC=CC=C3C(C12)COC(=O)NC(CC1=C(OC(OCC[N+](C)(C)C)COCCOCCOCCC(NCC)=O)C=CC=C1)C(=O)O